2-(3,5-dimethylanilino)-2-oxo-acetic acid CC=1C=C(NC(C(=O)O)=O)C=C(C1)C